CNS(=O)(=O)C1=CC2=CC=CC=C2C=C1 N-methyl-naphthalene-2-sulfonamide